benzene tetrakis(2,3,4,5-tetrafluorophenyl)borate FC1=C(C=C(C(=C1F)F)F)[B-](C1=C(C(=C(C(=C1)F)F)F)F)(C1=C(C(=C(C(=C1)F)F)F)F)C1=C(C(=C(C(=C1)F)F)F)F.C1=CC=CC=C1